(E)-3-(2,3,5,6-tetrafluoro-4-(methylthio)phenyl)acrylamide FC1=C(C(=C(C(=C1F)SC)F)F)/C=C/C(=O)N